CSC1=NC(=CC(=N1)C=1C(NC=CC1)=O)C(F)(F)F 3-(2-(methylthio)-6-(trifluoromethyl)pyrimidin-4-yl)pyridin-2(1H)-one